4-(4-Isopropylphenoxy)benzonitrile C(C)(C)C1=CC=C(OC2=CC=C(C#N)C=C2)C=C1